(S)-4-[3-(cyclopentyloxy)-4-methoxyphenyl]-2-pyrrolidone C1(CCCC1)OC=1C=C(C=CC1OC)[C@@H]1CC(NC1)=O